C(CCCCCCCCCCC)(=O)OCC(COC(CCCCCCCCCCC)=O)(COCC(COC(CCCCCCCCCCC)=O)(COC(CCCCCCCCCCC)=O)CO)CO dipentaerythritol tetralaurate